carboxymethylsulfamic acid C(=O)(O)CNS(O)(=O)=O